N,N-dimethyl-1-(2-(2-(2-(1-methyl-1H-pyrazol-4-yl)ethoxy)-6-morpholinopyrimidin-4-yl)-2H-indazol-5-yl)methanamine CN(CC1=CC2=CN(N=C2C=C1)C1=NC(=NC(=C1)N1CCOCC1)OCCC=1C=NN(C1)C)C